5-Bromopyrazolo[1,5-a]pyridine-3-carbonyl chloride BrC1=CC=2N(C=C1)N=CC2C(=O)Cl